(3R)-1-(2-methoxyacetyl)piperidin COCC(=O)N1CCCCC1